C(C)(C)(C)OC(=O)N1C[C@@H](CC1)N1N=NC(=C1)CN1[C@H](C[C@@]2(CC1)OCCC1=C2C=C(S1)CC)C.[SiH2]=C(C(=O)N)CCCC(=O)N Silyleneadipamide tert-butyl-(3R)-3-[4-[[(2'S,4R)-2-ethyl-2'-methyl-spiro[6,7-dihydrothieno[3,2-c]pyran-4,4'-piperidine]-1'-yl]methyl]triazol-1-yl]pyrrolidine-1-carboxylate